Citraconic Acid C(\C(\C)=C/C(=O)O)(=O)O